C(C)C=1OCCN1 2-ethyl-oxazoline